tert-butyl 6-(3-cyano-4-iodo-7-methoxyquinolin-2-yl)-8,8-difluoro-2,6-diazaspiro[3.4]octane-2-carboxylate C(#N)C=1C(=NC2=CC(=CC=C2C1I)OC)N1CC2(CN(C2)C(=O)OC(C)(C)C)C(C1)(F)F